C(C)(C)(C)CCCCCC Tert-butyl-hexane